5-n-Butyl-1-ethyl-4-hydroxy-3-isopropyl-pyrazol C(CCC)C1=C(C(=NN1CC)C(C)C)O